COCCOCCOCCN 2-(2-(2-methoxyethoxy)ethoxy)ethanamine